OC=1C(OC=CC1)C 3-hydroxy-2-methyl-pyran